5-[(2R)-4-[4-chloro-2-(trifluoromethyl)benzoyl]-2-ethylpiperazin-1-yl]-2'-ethoxy-N-(1-methylazetidin-3-yl)-[2,3'-bipyridine]-6-carboxamide ClC1=CC(=C(C(=O)N2C[C@H](N(CC2)C=2C=CC(=NC2C(=O)NC2CN(C2)C)C=2C(=NC=CC2)OCC)CC)C=C1)C(F)(F)F